C(CCCCCCCCCCCCC)(=O)OC[C@@H](OC(CCCCCCCCCCCCC)=O)COP(=O)([O-])OCC[N+](C)(C)C 1,2-dimyristoyl-sn-glycero-3-phospho-choline